methyl-(decanol) CC(CCCCCCCCC)O